(6-Chloro-1H-indazol-3-yl)(4-(2-(trifluoromethyl)phenyl)piperidin-1-yl)methanone ClC1=CC=C2C(=NNC2=C1)C(=O)N1CCC(CC1)C1=C(C=CC=C1)C(F)(F)F